CC(=C(C(=O)N)C(C=C)=O)C.[Na] sodium dimethylacryloyl-acrylamide